FC1(CCN(CCC1)C1=NC(=NC(=C1C(=O)NC1=CC(=CC=C1)[S@@](=O)(=N)C)C)N1CCN(CC1)C)F (R)-4-(4,4-difluoroazepan-1-yl)-6-methyl-2-(4-methylpiperazin-1-yl)-N-(3-(S-methylsulfonimidoyl)phenyl)pyrimidine-5-carboxamide